CC1=CC(OC2=CC(=CC=C12)OCCCC(=O)O)=O 4-((4-methyl-2-oxo-2H-chromene-7-yl)oxy)butyric acid